C(CC(O)(C(=O)[O-])CC(=O)[O-])(=O)[O-].C(=CCCCCCC)O.[Na+].[Na+].[Na+] sodium 1-octenol citrate